(2S)-N-[(1S)-1-(2-amino-2-oxo-ethyl)-3-isothiazol-3-yl-prop-2-ynyl]-1-[1-[4-(trifluoromethoxy)phenyl]cyclopropanecarbonyl]pyrrolidine-2-carboxamide NC(C[C@@H](C#CC1=NSC=C1)NC(=O)[C@H]1N(CCC1)C(=O)C1(CC1)C1=CC=C(C=C1)OC(F)(F)F)=O